6-fluoro-N-(methyl-d3)-5-(piperazin-1-yl)pyridinamide dihydrochloride Cl.Cl.FC1=C(C=CC(=N1)C(=O)NC([2H])([2H])[2H])N1CCNCC1